(S)-N-(4-AMINO-3,4-DIOXO-1-PHENYLBUTAN-2-YL)-2-METHYL-5-PHENYL-1H-IMIDAZOLE-4-CARBOXAMIDE NC(C([C@H](CC1=CC=CC=C1)NC(=O)C=1N=C(NC1C1=CC=CC=C1)C)=O)=O